N,O-bis(tert-butyldimethylsilyl)acetamide CC(=N[Si](C)(C)C(C)(C)C)O[Si](C)(C)C(C)(C)C